NCC(C)C amino-2-methyl-propan